OC=1C=C2CCN(C(C2=CC1)=O)C=1SC=CN1.[He+] helium (i) 6-Hydroxy-2-(thiazol-2-yl)-3,4-dihydroisoquinolin-1(2H)-one